4-hydroxyethyl-piperazineethanesulfonic acid potassium salt [K+].OCCN1CCN(CC1)CCS(=O)(=O)[O-]